N-(4-cyano-2-fluorophenyl)-5-(2-oxo-1-propan-2-ylpyridin-3-yl)-1H-pyrrole-3-sulfonamide C(#N)C1=CC(=C(C=C1)NS(=O)(=O)C1=CNC(=C1)C=1C(N(C=CC1)C(C)C)=O)F